N-(4-((3-((5-aminopentyl)carbamoyl)phenyl)carbamoyl)benzyl)-N-cyclopropyl-3-oxo-3,4-dihydro-2H-benzo[b][1,4]oxazine-7-carboxamide 2,2,2-trifluoroacetate FC(C(=O)O)(F)F.NCCCCCNC(=O)C=1C=C(C=CC1)NC(=O)C1=CC=C(CN(C(=O)C=2C=CC3=C(OCC(N3)=O)C2)C2CC2)C=C1